6-(2-(3-methyl-3H-diazirin-3-yl)ethoxy)-N2,N4-dipropyl-1,3,5-triazine-2,4-diamine CC1(N=N1)CCOC1=NC(=NC(=N1)NCCC)NCCC